3-Furfural C1=COC=C1C=O